N[C@@H]([C@@H](C(=O)N1[C@@H](CCC1)CNS(=O)(=O)C)O)CC(C)C N-(((S)-1-((2S,3R)-3-amino-2-hydroxy-5-methylhexanoyl)pyrrolidin-2-yl)methyl)methanesulfonamide